C(C)(C)(C)OC(=O)N1CCC(CC1)CC(CC=O)CC=O 4-[4-oxo-2-(2-oxoethyl)butyl]piperidine-1-carboxylic acid tert-butyl ester